ClC=1C=C(C=C2C(=C(C=NC12)C#N)NC1=CC(=C(C=C1)F)Cl)N[C@@H](C=1N=CSC1)C=1N=NN(C1)CCOC (S)-8-chloro-4-((3-chloro-4-fluorophenyl)amino)-6-(((1-(2-methoxyethyl)-1H-1,2,3-triazol-4-yl)(thiazol-4-yl)methyl)amino)quinoline-3-carbonitrile